2-[6-(4-bromophenoxy)-2-(trifluoromethyl)pyridin-3-yl]-1-(1H-1,2,4-triazol-1-yl)propan-2-ol methyl-3-chloro-benzoate CC1=C(C(=O)OC(CN2N=CN=C2)(C)C=2C(=NC(=CC2)OC2=CC=C(C=C2)Br)C(F)(F)F)C=CC=C1Cl